2-(2-bromophenyl)-2-(4-methoxyphenoxy)acetic acid BrC1=C(C=CC=C1)C(C(=O)O)OC1=CC=C(C=C1)OC